N1(C=CC=C1)C1=CC2=C(N=C(N2)SCC2=NC=CC(=C2C)OC)C=C1 5-(1H-pyrrole-1-yl)-2-[[(4-methoxy-3-methyl-2-pyridyl)-methyl]mercapto]benzimidazole